{3-[4-(6-ethoxypyridin-3-yl)-6-oxo-1,6-dihydropyrimidin-2-yl]-4-methylbenzyl}isobutyramide C(C)OC1=CC=C(C=N1)C=1N=C(NC(C1)=O)C=1C=C(CC(C(=O)N)(C)C)C=CC1C